C12COCC2C1C(=O)NC1=NC=CC(=C1)C=1C=CC2=C(CCCCC2NC(=O)C2=NC(=NO2)C(C)(C)C)C1 N-(2-(2-(3-oxabicyclo[3.1.0]hexane-6-carboxamido)pyridin-4-yl)-6,7,8,9-tetrahydro-5H-benzo[7]annulen-5-yl)-3-(tert-butyl)-1,2,4-oxadiazole-5-carboxamide